COC(=O)C1=NC=CNC=C1 [1,4]Diazepine-5-carboxylic acid methyl ester